[N+](=O)([O-])C1=C(C=CC(=C1)[N+](=O)[O-])S(=O)(=O)OC1=C(C=C(C=C1\C=C\C1=CC(CC(C1)(C)C)=C(C#N)C#N)C)C=1SC2=C(N1)C=CC=C2 (E)-2-(benzothiazol-2-yl)-6-(2-(3-(dicyanomethylene)-5,5-dimethylcyclohex-1-en-1-yl)vinyl)-4-methylphenyl 2,4-dinitrobenzenesulfonate